((1S,2R,5R)-adamantan-2-yl)-3-(4-(piperidine-1-carbonyl)phenyl)urea C12C(C3CC(CC(C1)C3)C2)NC(=O)NC2=CC=C(C=C2)C(=O)N2CCCCC2